C(CCC)[Al](I)I n-Butyl-Aluminum Diiodide